tert-butyl 7-((1-propyl-1H-pyrazol-4-yl) sulfonyl)-4,7-diazaspiro[2.5]octane-4-carboxylate C(CC)N1N=CC(=C1)S(=O)(=O)N1CCN(C2(CC2)C1)C(=O)OC(C)(C)C